tert-Butyl 2-isopropyl-4-methoxy-5,6-dihydropyrido[3,4-d]pyrimidine-7(8H)-carboxylate C(C)(C)C=1N=C(C2=C(N1)CN(CC2)C(=O)OC(C)(C)C)OC